3-bromo-2-(4-fluorophenyl)-5-methyl-4,5,6,7-tetrahydropyrazolo[1,5-a]pyrazine BrC=1C(=NN2C1CN(CC2)C)C2=CC=C(C=C2)F